tert-butyl 4-(2-(4-chloro-2-fluorobenzyl) benzo[d]thiazol-4-yl)-3,6-dihydropyridine-1(2H)-carboxylate ClC1=CC(=C(CC=2SC3=C(N2)C(=CC=C3)C=3CCN(CC3)C(=O)OC(C)(C)C)C=C1)F